BrC=1C(=NC(=CN1)Cl)NC(=O)C1=NC(=CC=C1)OCC N-(3-bromo-6-chloropyrazin-2-yl)-6-ethoxypyridinecarboxamide